7-bromo-1,4-dioxaspiro[4.5]decan-8-one BrC1CC2(OCCO2)CCC1=O